O=C1N(CC2=CC(=CC=C12)C=1C=2N(C=C(C1)CN1C(CCC1)C1=CC=CC=C1)C=CN2)C2C(NC(CC2)=O)=O 3-(1-oxo-5-(6-((2-phenylpyrrolidin-1-yl)methyl)imidazo[1,2-a]pyridin-8-yl)isoindolin-2-yl)piperidine-2,6-dione